1,2-difuranyl-ethylene O1C(=CC=C1)C=CC=1OC=CC1